ClC=1C(=NC(=C(C1)F)N1C(N(C(=CC1=O)C(F)(F)F)C)=O)OC(C(=O)NS(=O)(=O)C)OC1=CC=CC=C1 [3-chloro-6-[3,6-dihydro-3-methyl-2,6-dioxo-4-(trifluoromethyl)-1(2H)-pyrimidinyl]-5-fluoro-2-pyridinyl]oxylphenoxyl-N-(methylsulfonyl)-acetamide